(R)-1-(6-((4-(6-(5-(2-(2,5-difluorophenyl)pyrrolidin-1-yl)pyrazolo[1,5-a]pyrimidin-3-yl)pyridin-2-yl)piperazin-1-yl)methyl)pyridazin-3-yl)dihydropyrimidine-2,4(1H,3H)-dione FC1=C(C=C(C=C1)F)[C@@H]1N(CCC1)C1=NC=2N(C=C1)N=CC2C2=CC=CC(=N2)N2CCN(CC2)CC2=CC=C(N=N2)N2C(NC(CC2)=O)=O